C[Si](C(C)(C)C)(C)Br dimethyl-tertbutyl-silyl bromide